2-fluoro-5-(2-methoxybenzyl)benzonitrile FC1=C(C#N)C=C(C=C1)CC1=C(C=CC=C1)OC